N=1NN=NC1C1=NC=CC(=C1)C1=NOC(=N1)C(F)(F)F 3-(2-(2H-tetrazol-5-yl)pyridin-4-yl)-5-(trifluoromethyl)-1,2,4-oxadiazole